ClC=1C=C(C=CC1Cl)C1=C(C2=C(CCC1)C=C(C=C2)O)C2=CC=C(C=C2)O[C@@H]2CN(CC2)CCCF 6-(3,4-dichlorophenyl)-5-[4-[(3S)-1-(3-fluoropropyl)pyrrolidin-3-yl]oxyphenyl]-8,9-dihydro-7H-benzo[7]annulen-2-ol